FC(CBr)F 1,1-difluoro-2-bromoethane